C1CCN2CCCC12COC=1N=C(C2=C(N1)C=CN=C2)N ((hexahydro-1H-pyrrolizin-7a-yl)methoxy)pyrido[4,3-d]pyrimidin-4-amine